C(C)(C)(C)OC(=O)N[C@H]1CCCCC[C@@H]2N(C1=O)[C@@H](C[C@H]2O[Si](C)(C)C(C)(C)C)C(=O)OC methyl (1R,3S,6S,11aS)-6-((tert-butoxycarbonyl)amino)-1-((tert-butyldimethylsilyl)oxy)-5-oxodecahydro-1H-pyrrolo[1,2-a]azonine-3-carboxylate